2-(4-methylpiperazin-1-yl)-N-(6-phenyl-2,3,4,9-tetrahydro-1H-carbazole-1-yl)acetamide CN1CCN(CC1)CC(=O)NC1CCCC=2C3=CC(=CC=C3NC12)C1=CC=CC=C1